CN(C([O-])=S)C Dimethylcarbamothioate